COC=1C=C(CC(C(=O)N)CCCCC)C=CC1OCCCCNC=1C2=CC=CC=C2N=C2CCCCC12 (3-methoxy-4-(4-((1,2,3,4-tetrahydroacridin-9-yl)amino)butoxy)benzyl)heptanamide